C(C)(C)(C)OC(=O)N1CC(C(CC1)O)NC 4-hydroxy-3-(methylamino)piperidine-1-carboxylic acid tert-butyl ester